3-(2-(6-methyl-4-(3-methyl-3-phenylpyrrolidin-1-yl)-2-oxopyridin-1(2H)-yl)ethyl)-7-(pyrimidin-2-yl)-1,3,7-triazaspiro[4.4]nonan-2-one CC1=CC(=CC(N1CCN1C(NC2(C1)CN(CC2)C2=NC=CC=N2)=O)=O)N2CC(CC2)(C2=CC=CC=C2)C